2-ethyl-4-ethynyl-3,5,6-trifluorobenzyl (1R)-trans-3-(2-methyl-1-propenyl)-2,2-dimethylcyclopropanecarboxylate CC(=C[C@H]1C([C@@H]1C(=O)OCC1=C(C(=C(C(=C1F)F)C#C)F)CC)(C)C)C